N1(CCC1)CC1=CC(=C2CN(C(C2=C1)=O)C1=CC(=CC=C1)C1(CC(C1)(F)F)[C@@H](C1=NN=CN1C)F)C(F)(F)F (S)-6-(azetidin-1-ylmethyl)-2-(3-(3,3-difluoro-1-(fluoro(4-methyl-4H-1,2,4-triazol-3-yl)methyl)cyclobutyl)phenyl)-4-(trifluoromethyl)isoindolin-1-one